O(C1=CC=CC=C1)C1=C2C=NNC2=C(C=C1)S(=O)(=O)C(F)(F)F 4-phenoxy-7-(trifluoromethylsulfonyl)-1H-indazole